C1OCC2=CC(=CC=C12)OC1CCN(CC1)C=1C(=CC2=C([C@H]3N(CCNC3)C2=O)N1)C (S)-2-(4-((1,3-dihydroisobenzofuran-5-yl)oxy)piperidin-1-yl)-3-methyl-8,9,10,10a-tetrahydropyrido[2',3':3,4]pyrrolo[1,2-a]pyrazin-5(7H)-one